O=C1NC(CCC1N1C(C2=CC=C(C=C2C1=O)N1CC2(C1)CCNCC2)=O)=O 2-(2,6-dioxopiperidin-3-yl)-5-(2,7-diazaspiro[3.5]non-2-yl)isoindoline-1,3-dione